C(C)(=O)OC=1C(=C(C=NC1C)C[N+](CCCCCCCCCCCCCCCCCC)(C)C)C N-((5-Acetoxy-4,6-dimethylpyridin-3-yl)methyl)-N,N-dimethyloctadecan-1-aminium